COC=1C=C(C=C(C1)OC)NC=1C=C2N=C(C=NC2=CC1)C=1C=NN(C1)C N-(3,5-dimethoxyphenyl)-3-(1-methyl-1H-pyrazol-4-yl)quinoxaline-6-amine